C(#N)C1=CC(=C(COC2=CC=CC(=N2)C2[C@H]3CN(C[C@@H]23)CC2=NC3=C(N2CC2=CN=CN2CC)C=C(C=C3)C(=O)OC)C=C1)F Methyl 2-(((1R,5S,6r)-6-(6-((4-cyano-2-fluorobenzyl)oxy)pyridin-2-yl)-3-azabicyclo[3.1.0]hexan-3-yl)methyl)-1-((1-ethyl-1H-imidazol-5-yl)methyl)-1H-benzo[d]imidazole-6-carboxylate